NCC=1C=C(C=CC1)C=1C=C(C2=C(C(=CO2)COC2=C(C=CC=C2)C(C(=O)O)C)C1)NCC1CCCC1 2-(2-((5-(3-(aminomethyl)phenyl)-7-((cyclopentylmethyl)amino)benzofuran-3-yl)methoxy)phenyl)propanoic acid